methyl 2-acetamido-5-bromo-4-fluorobenzoate C(C)(=O)NC1=C(C(=O)OC)C=C(C(=C1)F)Br